4-{5-[(8aR)-octahydropyrrolo[1,2-a]pyrazin-2-yl]-2-(4-fluorophenyl)-3H-imidazo[4,5-b]pyridin-3-yl}pyridine C1[C@@H]2N(CCN1C1=CC=C3C(=N1)N(C(=N3)C3=CC=C(C=C3)F)C3=CC=NC=C3)CCC2